dioxaazapentadecyne-7-carboxamide N#COOCCC(CCCCCCCC)C(=O)N